2-(2-Chloro-5-(2-hydroxypropan-2-yl)-8-oxothieno[2',3':4,5]pyrrolo[1,2-d][1,2,4]triazin-7(8H)-yl)acetic acid ClC1=CC2=C(C=C3N2C(=NN(C3=O)CC(=O)O)C(C)(C)O)S1